2-aza-1,3-diazole N1N=NC=C1